N-(3-(4-fluorophenyl)propyl)-7-(2-hydroxyethoxy)-2-oxo-2H-benzopyran-3-carboxamide FC1=CC=C(C=C1)CCCNC(=O)C=1C(OC2=C(C1)C=CC(=C2)OCCO)=O